FC=1C=C(C=CC1)S(=O)(=O)CC1CCN(CC1)C(=O)NC1=CN=CS1 4-(((3-fluorophenyl)sulfonyl)methyl)-N-(thiazol-5-yl)piperidine-1-carboxamide